2-[6-(2,5-dihydrofuran-3-yl)-4-[(2R)-1-(4-methyl-1,2,4-triazol-3-yl)propan-2-yl]pyridin-2-yl]-4-(trifluoromethyl)-3H-isoindol-1-one O1CC(=CC1)C1=CC(=CC(=N1)N1C(C2=CC=CC(=C2C1)C(F)(F)F)=O)[C@@H](CC1=NN=CN1C)C